racemic-trans-2-((3-vinylcyclohexyl)thio)pyrimidine C(=C)[C@@H]1C[C@H](CCC1)SC1=NC=CC=N1 |r|